CC1=C(C=C(OC[C@@H]2N(CC2)C(=O)OC(C)(C)C)C=C1)C(NC1(CC1)C1=C2C=CC=NC2=CC=C1)=O (R)-tert-butyl 2-((4-methyl-3-((1-(quinolin-5-yl)cyclopropyl)carbamoyl)phenoxy)methyl)azetidine-1-carboxylate